C1(CCC1)C1=C2C(=NC(=C1)C1=CN=C3N1C=CN=C3)SC(=C2N)[S@](=O)CCOC (R)-4-cyclobutyl-6-(imidazo[1,2-a]pyrazin-3-yl)-2-((2-methoxyethyl)sulfinyl)thieno[2,3-b]pyridin-3-amine